ClC1=C(C=CC=C1)C1=C(C=CC=C1)Cl 2,2'-dichlorobiphenyl